4-(ethylamino)phenethylcarbamic acid tert-butyl ester C(C)(C)(C)OC(NCCC1=CC=C(C=C1)NCC)=O